O1C(=O)C(=CC2=CC=CC=C12)CC=O coumarinethanone